tert-butyl 2-(3-bromophenyl)-pyrrolidine-1-carboxylate BrC=1C=C(C=CC1)C1N(CCC1)C(=O)OC(C)(C)C